C(C)(C)[C@@H]1NC(SC1)=S (S)-4-isopropyl-thiazolidine-2-thione